N-[4-amino-1-(2-trimethylsilylethoxymethyl)pyrazolo[4,3-c]pyridin-7-yl]-N'-[(1R)-1-cyclopropyl-2-methoxy-ethyl]-N'-[[5-(trifluoromethyl)-2-pyridyl]methyl]oxamide NC1=NC=C(C2=C1C=NN2COCC[Si](C)(C)C)NC(=O)C(=O)N(CC2=NC=C(C=C2)C(F)(F)F)[C@@H](COC)C2CC2